P1C=CC2=CC=CC=C12 phosphindole